O1C(OCC1)C=1C(=NC(=NC1SC)C)C(C(=O)OC)C(=O)OC dimethyl 2-(5-(1,3-dioxolan-2-yl)-2-methyl-6-(methylthio)pyrimidin-4-yl)malonate